FC=1C=CC(=NC1)C=1C=C2C(=NC=NC2=C(C1)OC)N[C@@H](C)C1=NOC(=N1)C (S)-6-(5-fluoropyridin-2-yl)-8-methoxy-N-(1-(5-methyl-1,2,4-oxadiazol-3-yl)ethyl)quinazolin-4-amine